(S,Z)-1-((5-chloro-[1,1'-biphenyl]-2-yl)sulfonyl)-4-fluoro-N-(4-(methylsulfonyl)but-3-en-2-yl)piperidine-4-carboxamide ClC=1C=CC(=C(C1)C1=CC=CC=C1)S(=O)(=O)N1CCC(CC1)(C(=O)N[C@@H](C)\C=C/S(=O)(=O)C)F